N-(3-fluorophenyl)-4-(1H-indazol-5-yl)pyrimidin-2-amine FC=1C=C(C=CC1)NC1=NC=CC(=N1)C=1C=C2C=NNC2=CC1